(S)-6-(1-(4-fluorophenyl)ethyl)-3-methyl-N-(1-methylpiperidin-4-yl)-1,2,4-triazin-5-amine FC1=CC=C(C=C1)[C@H](C)C1=C(N=C(N=N1)C)NC1CCN(CC1)C